O-phenyl {4-[(3-chloro-1-{[2-(trimethylsilyl)ethoxy]methyl}-1H-pyrrolo[2,3-b]pyridin-4-yl)oxy]-3,5-difluorophenyl}carbamothioate ClC1=CN(C2=NC=CC(=C21)OC2=C(C=C(C=C2F)NC(OC2=CC=CC=C2)=S)F)COCC[Si](C)(C)C